C(C)(C)(C)N(N=C(C1=CC=CC=C1)C1=CC=CC=C1)C1=CC(=CC=C1)Cl Tert-butyl-1-(3-chlorophenyl)-2-(diphenylmethylene)hydrazine